bis(4-t-butylphenyl)iodonium 2-(bicyclo[2.2.1]heptan-2-yl)-1,1,2,2-tetrafluoroethanesulfonate C12C(CC(CC1)C2)C(C(S(=O)(=O)[O-])(F)F)(F)F.C(C)(C)(C)C2=CC=C(C=C2)[I+]C2=CC=C(C=C2)C(C)(C)C